N-(2,2'-dichloro-3'-(5-((4-cyano-4-methylpiperidin-1-yl)methyl)-6-methoxypyridin-2-yl)-[1,1'-biphenyl]-3-yl)-1,5-dimethyl-4,5,6,7-tetrahydro-1H-imidazo[4,5-c]pyridine-2-carboxamide ClC1=C(C=CC=C1NC(=O)C=1N(C2=C(CN(CC2)C)N1)C)C1=C(C(=CC=C1)C1=NC(=C(C=C1)CN1CCC(CC1)(C)C#N)OC)Cl